FC(COC=1C=C(C(=NC1)NCC=1SC(=CC1C(=O)O)C(C(F)(F)F)(F)F)S(=O)(=O)CC)(C)F 2-[[[5-(2,2-difluoropropoxy)-3-ethylsulfonyl-2-pyridyl]amino]methyl]-5-(1,1,2,2,2-pentafluoroethyl)thiophene-3-carboxylic acid